CC(=O)NC[C@H]1CN(C(=O)O1)C2=CC(=C(C=C2)N3CCOCC3)F (S)-N-[[3-(3-fluoro-4-morpholinylphenyl)-2-oxo-5-oxazolidinyl]methyl]acetamide